3-(Octadecyloxy)-5-(pentadecyloxy)benzyl 4-(4-methylpiperazin-1-yl)butanoate CN1CCN(CC1)CCCC(=O)OCC1=CC(=CC(=C1)OCCCCCCCCCCCCCCC)OCCCCCCCCCCCCCCCCCC